1-((1H-indol-5-yl)sulfonyl)-N-(3-(trifluoromethyl)phenyl)-1H-pyrrole-3-carboxamide N1C=CC2=CC(=CC=C12)S(=O)(=O)N1C=C(C=C1)C(=O)NC1=CC(=CC=C1)C(F)(F)F